N-((5-fluoro-6-((5-methylisoxazol-3-yl)methoxy)-1H-indol-2-yl)methyl)acetamide FC=1C=C2C=C(NC2=CC1OCC1=NOC(=C1)C)CNC(C)=O